N-[(1R,2S)-2-(difluoromethyl)cyclopropyl]-2,6-dimethoxy-4-[5-(1-methylpyrazol-4-yl)benzimidazol-1-yl]benzamide FC([C@@H]1[C@@H](C1)NC(C1=C(C=C(C=C1OC)N1C=NC2=C1C=CC(=C2)C=2C=NN(C2)C)OC)=O)F